N-benzyl-3-methyl-5-[8-(morpholin-4-yl)-1,5-naphthyridin-2-yl]benzene-1-sulfonamide C(C1=CC=CC=C1)NS(=O)(=O)C1=CC(=CC(=C1)C1=NC2=C(C=CN=C2C=C1)N1CCOCC1)C